COC(=O)[C@H]1N(CC=C1)C(=O)OC(C)(C)C (S)-2,5-dihydro-1H-pyrrole-1,2-dicarboxylic acid 1-(tert-butyl) 2-methyl ester